3-Amino-1-(tert-butyl)pyrrolidin-2-one tert-Butyl-(1-(tert-butyl)-2-oxopyrrolidin-3-yl)carbamate C(C)(C)(C)N(C(O)=O)C1C(N(CC1)C(C)(C)C)=O.NC1C(N(CC1)C(C)(C)C)=O